(R)-4-(2-(1-(1-(3-isopropyl-1,2,4-oxadiazol-5-yl)piperidin-4-yl)ethoxy)thiazolo[5,4-b]pyridin-5-yl)-1-methylpyridin-1-ium C(C)(C)C1=NOC(=N1)N1CCC(CC1)[C@@H](C)OC=1SC2=NC(=CC=C2N1)C1=CC=[N+](C=C1)C